4,6-dihydrospiro[cyclopenta[d]thiazole-5,4'-piperidine]-6-amine N1CCC2(CC1)C(C1=C(N=CS1)C2)N